C(C)(=O)N1CC(C1)C(=O)O[C@H]1[C@H](NC[C@@H]1O)CC1=CC=C(C=C1)OC (2R,3S,4S)-4-hydroxy-2-[(4-methoxyphenyl)methyl]pyrrolidin-3-yl 1-acetylazetidine-3-carboxylate